N[C@H]1[C@@H]2N(C[C@H]1CC2)C(=O)C2=CC1=C(N(C(=N1)C=1N(C3=CC(=CC=C3C1)C=1C=C3C(=C(C=NC3=CC1)C(=O)O)O)CC1CC1)C)C(=C2)OC 6-(2-{5-[(1R,4R,7R)-7-amino-2-azabicyclo[2.2.1]heptane-2-carbonyl]-7-methoxy-1-methyl-1H-1,3-benzodiazol-2-yl}-1-(cyclopropylmethyl)-1H-indol-6-yl)-4-hydroxyquinoline-3-carboxylic acid